OC1=C(C=C(C=C1)C1=CC=NC2=CC(=CC=C12)C1=CC=CC=C1)C 4-(4-hydroxy-3-methylphenyl)-7-phenylquinoline